ClC1=CC(=C(COC2=CC=CC(=N2)C2CCN(CC2)CC=2N(C(=CN2)C2=NOC(N2)=O)C[C@H]2OCC2)C=C1)F (S)-3-(2-((4-(6-((4-chloro-2-fluorobenzyl)oxy)pyridin-2-yl)piperidin-1-yl)methyl)-1-(oxetan-2-ylmethyl)-1H-imidazol-5-yl)-1,2,4-oxadiazol-5(4H)-one